CN(CCOC=1C=C(C=CC1)[C@@H]1NC[C@H](C(C1)OC)C)C |r| rac-(2R,5R)-2-[3-[2-(dimethylamino)ethoxy]phenyl]-4-methoxy-5-methyl-piperidine